1-bromohenicosane BrCCCCCCCCCCCCCCCCCCCCC